C(C)N1N=C(C=C1C(=O)N1CC2(C1)C=C(C(C(C2)(C)C)=O)C#N)C(F)(F)F 2-[1-ethyl-3-(trifluoromethyl)-1H-pyrazole-5-carbonyl]-8,8-dimethyl-7-oxo-2-azaspiro[3.5]non-5-ene-6-carbonitrile